NC1=C(C=CC(=C1)OC(F)(F)F)C(=O)N1CCC(CC1)C1=C2C(=NC=C1)NC(=N2)[C@@H]2C[C@H](C2)OC (trans)-[2-amino-4-(trifluoromethoxy)phenyl]-[4-[2-(3-methoxycyclobutyl)-3H-imidazo[4,5-b]pyridin-7-yl]-1-piperidyl]methanone